(Z)-5-((1H-pyrrolo[3,2-c]pyridin-3-yl)methylene)-3-isopropyl-2-thioxooxazolidin-4-one N1C=C(C=2C=NC=CC21)\C=C/2\C(N(C(O2)=S)C(C)C)=O